(5-acetylthiazol-2-yl)-N,N-dimethylformamidine C(C)(=O)C1=CN=C(S1)C(=N)N(C)C